O=C1C(OC2N1CC=1N(C2)C=C(CC1)C(=O)N)=O dioxo-2,3,5,7,11,11a-hexahydro[1,3]oxazolo[3,2-a]pyrido[1,2-d]pyrazine-8-carboxamide